tert-Butyl (1S,3R)-1-(5-bromothiazol-2-yl)-2-(3-((tert-butyldiphenylsilyl)oxy)-2,2-difluoropropyl)-3-methyl-1,2,3,4-tetrahydro-9H-pyrido[3,4-b]indole-9-carboxylate BrC1=CN=C(S1)[C@H]1N([C@@H](CC2=C1N(C1=CC=CC=C21)C(=O)OC(C)(C)C)C)CC(CO[Si](C2=CC=CC=C2)(C2=CC=CC=C2)C(C)(C)C)(F)F